[C@H](C)(CC)NC([O-])=O ((S)-sec-butyl)carbamate